1-(4-((1-(6-(1H-imidazol-2-yl)-2-methylpyridin-3-yl)piperidin-4-yl)methyl)-3-fluoropyridin-2-yl)-3-ethylurea N1C(=NC=C1)C1=CC=C(C(=N1)C)N1CCC(CC1)CC1=C(C(=NC=C1)NC(=O)NCC)F